ClC1=CC=C2C(=CNC2=C1F)S(=O)(=O)NC1=NC=C(C(=N1)OC)CC(F)F 6-chloro-N-[5-(2,2-difluoroethyl)-4-methoxy-pyrimidin-2-yl]-7-fluoro-1H-indole-3-sulfonic acid amide